N1-((3'-(3-((S)-2-hydroxy-3-(3-(N-methylsulfamoyl)phenoxy)propylamino)-1-oxa-8-azaspiro[4.5]decan-8-ylsulfonyl)biphenyl-4-yl)methyl)oxalamide 2,2,2-trifluoroacetate FC(C(=O)O)(F)F.O[C@@H](CNC1COC2(C1)CCN(CC2)S(=O)(=O)C=2C=C(C=CC2)C2=CC=C(C=C2)CNC(C(=O)N)=O)COC2=CC(=CC=C2)S(NC)(=O)=O